3-(2-chloro-3-((N-methylsulfamoyl)amino)benzyl)-2-oxo-4-(piperazin-1-ylmethyl)-2H-chromen-7-yl dimethylcarbamate CN(C(OC1=CC=C2C(=C(C(OC2=C1)=O)CC1=C(C(=CC=C1)NS(NC)(=O)=O)Cl)CN1CCNCC1)=O)C